5-chloro-N-[4-[(6,7-dimethoxy-1,5-naphthyridin-4-yl)oxy]phenyl]-1-(4-fluorophenyl)-4,6-dimethyl-2-oxopyridine-3-carboxamide ClC=1C(=C(C(N(C1C)C1=CC=C(C=C1)F)=O)C(=O)NC1=CC=C(C=C1)OC1=CC=NC2=CC(=C(N=C12)OC)OC)C